FC(C=1N=CC=2N(C1)C(=CN2)C2=NC=CC(=N2)N2CC(N(CC2)C)C(=O)N)F 4-(2-(6-(Difluoromethyl)imidazo[1,2-a]pyrazin-3-yl)pyrimidin-4-yl)-1-methylpiperazine-2-carboxamide